NC(C(=O)OC(C)(C)C)CC1(CC1)F tert-butyl 2-amino-3-(1-fluorocyclopropyl)propanoate